NC1=NC(=C2N(C(N(C2=N1)[C@@H]1O[C@@H]([C@@H]([C@H]1O)F)[C@H](CC)O)=O)CC1CC1)OC 2-amino-7-(cyclopropylmethyl)-9-((2R,3S,4R,5R)-4-fluoro-3-hydroxy-5-((S)-1-hydroxypropyl)tetrahydrofuran-2-yl)-6-methoxy-7,9-dihydro-8H-purin-8-one